ethyl (R)-1-(7-((diphenylmethylene)amino)-1-(isopropylamino)-2,6-naphthyridin-3-yl)benzoate C1(=CC=CC=C1)C(C1=CC=CC=C1)=NC1=NC=C2C=C(N=C(C2=C1)NC(C)C)[C@@]1(C(=O)OCC)CC=CC=C1